5-(4-((tert-Butoxycarbonyl)amino)piperidin-1-yl)-3-(prop-1-en-2-yl)-1H-pyrrolo[2,3-c]pyridine-1-carboxylic acid tert-butyl ester C(C)(C)(C)OC(=O)N1C=C(C=2C1=CN=C(C2)N2CCC(CC2)NC(=O)OC(C)(C)C)C(=C)C